C(C)(C)(C)OC(=O)N1CCC(=CC1)C=1N(C(=CC1)C(NC)=O)C 4-(1-methyl-5-(methylcarbamoyl)-1H-pyrrol-2-yl)-3,6-dihydropyridine-1(2H)-carboxylic acid tert-butyl ester